N-(5-(5-(hydroxymethyl)-2-(4-(4-methylpiperazin-1-yl)phenyl)-1H-pyrrolo[2,3-b]pyridin-3-yl)-2-methylphenyl)acrylamide OCC=1C=C2C(=NC1)NC(=C2C=2C=CC(=C(C2)NC(C=C)=O)C)C2=CC=C(C=C2)N2CCN(CC2)C